7-methoxy-6-[1-(trifluoromethyl)cyclopropyl]imidazo[1,2-b]pyridazine COC1=CC=2N(N=C1C1(CC1)C(F)(F)F)C=CN2